N-(2-bromo-6-methylpyridin-3-yl)-2,2,2-trifluoroacetamide BrC1=NC(=CC=C1NC(C(F)(F)F)=O)C